CC1(OB(OC1(C)C)C1=CC(=NN1)C(F)(F)F)C 5-(4,4,5,5-tetramethyl-1,3,2-dioxaborolan-2-yl)-3-(trifluoromethyl)-1H-Pyrazole